ClC1=CC(=C(O/C(/C(=O)O)=C/C(=O)O)C=C1)OC 2-(4-chloro-2-methoxyphenoxy)maleic acid